dihydroacenaphthylene C1CC2=CC=CC3=CC=CC1=C23